NC=1C(=NC(=CC1C)C)C1=C2C(=NC=C1)C=C(S2)CN2C(C1C(C1C2=O)(C)C)=O 3-((7-(3-amino-4,6-dimethylpyridin-2-yl)thieno[3,2-b]pyridin-2-yl)methyl)-6,6-dimethyl-3-azabicyclo[3.1.0]hexane-2,4-dione